CC(CO)(C#C)C 2,2-dimethyl-but-3-yn-1-ol